Dimethyl 2,6-dimethyl-4-(2-fluorophenyl)-1,4-dihydropyridine-3,5-dicarboxylate CC=1NC(=C(C(C1C(=O)OC)C1=C(C=CC=C1)F)C(=O)OC)C